P(=O)(OC[C@H]1O[C@@]([C@@H]([C@@H]1O)O)(C#N)C1=CC=C2C(=NC=NN21)N)(O[C@H](COCCCCCCCCCCCCCCCCCC)COC2=CC=CC=C2)O ((2R,3S,4R,5R)-5-(4-aminopyrrolo[2,1-f][1,2,4]triazin-7-yl)-5-cyano-3,4-dihydroxytetrahydrofuran-2-yl)methyl ((R)-1-(octadecyloxy)-3-phenoxypropan-2-yl) hydrogen phosphate